[Ag].[Bi].[Cu] copper-bismuth-silver